6-(4-chloro-phenyl)-2-phenyl-benzooxazole ClC1=CC=C(C=C1)C1=CC2=C(N=C(O2)C2=CC=CC=C2)C=C1